ClC=1C=C(C(=O)O)C=C(C1)C(F)(F)F 3-chloro-5-(trifluoromethyl)benzoic acid